2-(phenyl-(pyridin-2-yl)methylene)hydrazine C1(=CC=CC=C1)C(=NN)C1=NC=CC=C1